7-(cinnolin-3-ylethynyl)-6-methyl-N-(3-(trifluoromethyl)phenyl)benzo[d]isoxazol-3-amine N1=NC(=CC2=CC=CC=C12)C#CC1=C(C=CC=2C(=NOC21)NC2=CC(=CC=C2)C(F)(F)F)C